1,3,5-tris(hydroxyethyl)isocyanuric acid OCCN1C(=O)N(C(=O)N(C1=O)CCO)CCO